5,6,7,8-tetrahydro-1,7-naphthyridine-5-Amine N1=CC=CC=2C(CNCC12)N